ONC(CNC1=NC(=NC=2N1N=CC2C(F)(F)F)N2CCOCC2)=N N-hydroxy{[2-(morpholin-4-yl)-8-(trifluoromethyl)pyrazolo[1,5-a][1,3,5]triazin-4-yl]amino}ethanimidamide